N1=CN=C(C2=C1SC=C2)N2CC=C(C=C2)CN2N=C(C=CC2=O)N2N=CN=C2 2-[(1-thieno[2,3-d]pyrimidin-4-ylpyridin-4-yl)methyl]-6-(1,2,4-triazol-1-yl)pyridazin-3-one